BrC1=CC=C2C(N(C(C2=C1)=O)CC1=NC=C(C=C1)Cl)(OCC1(COC1)C)C1=CC=C(C=C1)Cl 6-bromo-3-(4-chlorophenyl)-2-[(5-chloropyridin-2-yl)methyl]-3-[(3-methyloxetan-3-yl)methoxy]-2,3-dihydro-1H-isoindol-1-one